5-(3-methylimidazo[1,2-b]pyridazin-6-yl)-N-(cis-4-(trifluoromethoxy)cyclohexyl)-7H-pyrrolo[2,3-d]pyrimidin-2-amine CC1=CN=C2N1N=C(C=C2)C2=CNC=1N=C(N=CC12)N[C@@H]1CC[C@@H](CC1)OC(F)(F)F